C(C)C=1C(=CC=2C(C3=CC=CC=C3SC2C1)=O)OC(C=C)=O 3-ethyl-2-(acryloyloxy)thioxanthone